ClN1N=CC=2C1=NC=NC2N chloro-1H-pyrazolo[3,4-d]pyrimidin-4-amine